FC(CCC(=O)N[C@H](C(=O)N[C@@H]1C(N(C2=C(C3=C1C=CC=C3)C=CC=N2)CCO)=O)C)(F)F 4,4,4-trifluoro-N-[(1S)-2-[[(7S)-5-(2-hydroxyethyl)-6-oxo-7H-pyrido[2,3-d][3]benzazepin-7-yl]amino]-1-methyl-2-oxo-ethyl]butanamide